2-(2-((7-(3-(aminomethyl)-2-fluorophenyl)-2-fluorobenzofuran-5-yl)methoxy)-5-fluoroPhenyl)acetic acid ethyl ester C(C)OC(CC1=C(C=CC(=C1)F)OCC=1C=C(C2=C(C=C(O2)F)C1)C1=C(C(=CC=C1)CN)F)=O